FC(N1N=CC(=C1)C(C)O)F 1-(1-(difluoromethyl)-1H-pyrazol-4-yl)ethan-1-ol